NC1=CC(=NC=N1)NC=1C(N2C3(CC(C2=C(C1)C)=O)CCCCC3)=O 6'-((6-aminopyrimidin-4-yl)amino)-8'-methyl-2'H-spiro[cyclohexane-1,3'-indolizine]-1',5'-dione